N1(C=CC=C1)C(=O)OC(C)(C)C Tert-Butyl 1H-pyrrole-1-carboxylate